(R,E)-N-(1-(3,4-dimethoxyphenyl)ethyl)-3-(5-(3-(methylthio)phenyl)-1H-pyrrolo[2,3-b]pyridin-3-yl)acrylamide COC=1C=C(C=CC1OC)[C@@H](C)NC(\C=C\C1=CNC2=NC=C(C=C21)C2=CC(=CC=C2)SC)=O